1-((2-(trimethylsilyl)ethoxy)methyl)-1H-tetrazol C[Si](CCOCN1N=NN=C1)(C)C